FC=1C=C(C=CC1F)N1CC(C=2C1=NC=C(N2)C(=O)N2C(CN(CC2)C2=CC=C(C=N2)CC(=O)O)(C)C)(C)C 2-(6-(4-(5-(3,4-difluorophenyl)-7,7-dimethyl-6,7-dihydro-5H-pyrrolo[2,3-b]pyrazine-2-carbonyl)-3,3-dimethylpiperazin-1-yl)pyridin-3-yl)acetic acid